BrC1=CC=CC2=C1N=C(O2)S(=O)CC2=CC=C(C=C2)Cl 4-bromo-2-((4-chlorobenzyl)sulfinyl)benzo[d]oxazole